NC1=CC(=C(C(=O)OC)C=C1NC[C@H]1OCC1)F Methyl (S)-4-amino-2-fluoro-5-((oxetan-2-ylmethyl)amino)benzoate